tert-butyl (3R,4R)-4-[4-[1-(2,6-dioxo-3-piperidyl)-3-methyl-2-oxo-benzimidazol-4-yl]piperazin-1-yl]-3-fluoro-piperidine-1-carboxylate O=C1NC(CCC1N1C(N(C2=C1C=CC=C2N2CCN(CC2)[C@H]2[C@@H](CN(CC2)C(=O)OC(C)(C)C)F)C)=O)=O